C(C)N(C([C@H](C)N1CCOCC1)=O)C1=CC2=C(NC(=N2)C2=NNC=3C[C@@]4([C@H](CC23)C4)C)C=C1C (S)-N-ethyl-N-(6-methyl-2-((4aS,5aR)-5a-methyl-1,4,4a,5,5a,6-hexahydrocyclopropa[f]indazol-3-yl)-1H-benzo[d]imidazol-5-yl)-2-morpholinopropanamide